OC1=C(C=CC(=C1)OC(CCCCCCC)CCC)N1N=C2C(=N1)C=CC=C2 2-[2'-hydroxy-4'-(1''-propyloctyl)oxyphenyl]benzotriazole